ClC=1C(=NC=CC1I)N(S(=O)(=O)CCCF)COCC[Si](C)(C)C N-(3-chloro-4-iodopyridin-2-yl)-3-fluoro-N-((2-(trimethylsilyl)ethoxy)-methyl)propane-1-sulfonamide